4-chloro-2'-hydroxy-4'-methoxy-5'-diethylaminomethyl-chalcone ClC1=CC=C(C=C1)\C=C\C(=O)C1=C(C=C(C(=C1)CN(CC)CC)OC)O